[6-(3-cyclopropyl-1,2,4-triazol-1-yl)-2-azaspiro[3.3]heptan-2-yl]-[2-(2-methoxyphenyl)sulfonyl-2,6-diazaspiro[3.3]heptan-6-yl]methanone C1(CC1)C1=NN(C=N1)C1CC2(CN(C2)C(=O)N2CC3(CN(C3)S(=O)(=O)C3=C(C=CC=C3)OC)C2)C1